5-(4-(difluoro(tetrahydro-2H-pyran-4-yl)methyl)-6-morpholinopyridin-2-yl)pyrimidin-2-amine FC(C1=CC(=NC(=C1)N1CCOCC1)C=1C=NC(=NC1)N)(C1CCOCC1)F